BrC1=C(C=C2C(=CN(C2=C1)C)C(=O)NC1=CNC2=CC=C(C=C12)C#N)Cl 6-bromo-5-chloro-N-(5-cyano-1H-indol-3-yl)-1-methyl-indole-3-carboxamide